N-([1,2,4]triazolo[4,3-a]pyridin-6-yl)-2-(3-isopropyl-6-oxo-4-(piperidin-1-yl)pyridazin-1(6H)-yl)acetamide N=1N=CN2C1C=CC(=C2)NC(CN2N=C(C(=CC2=O)N2CCCCC2)C(C)C)=O